C(C=C)(=S)O.[N+](=O)([O-])C1=CC=CC=C1 nitrobenzene thioacrylate